(2R)-2-aminopropane-1-sulfonamide N[C@@H](CS(=O)(=O)N)C